4-fluoro-6-methoxy-1-(p-toluenesulfonyl)pyrrolo[2,3-b]pyridine FC1=C2C(=NC(=C1)OC)N(C=C2)S(=O)(=O)C2=CC=C(C)C=C2